C(C)(C)(C)C1=CC=C(C=C1)N(C(=O)[C@@H]1N(CCC1)C(=O)OCC1=CC=CC=C1)C(C(N1CC(C1)=O)=O)C=1C=NC=CC1 (2R)-benzyl 2-((4-(tert-butyl)phenyl) (2-oxo-2-(3-oxoazetidin-1-yl)-1-(pyridin-3-yl)ethyl) carbamoyl)pyrrolidine-1-carboxylate